4-methyl-3-{[methyl-(5-phenylpyridin-3-yl)amino]methyl}benzamide 7-chloro-1-(4-aminophenyl)-2-oxo-1,2-dihydroquinoline-3-carboxylate ClC1=CC=C2C=C(C(N(C2=C1)C1=CC=C(C=C1)N)=O)C(=O)O.CC1=C(C=C(C(=O)N)C=C1)CN(C=1C=NC=C(C1)C1=CC=CC=C1)C